BrC1=CN(C2=C1C=1N(C(NCC1C=N2)=O)[C@H]2C[C@@H](CC2)NC(OC)=O)COCC[Si](C)(C)C Methyl ((1R,3R)-3-(9-bromo-2-oxo-7-((2-(trimethylsilyl)ethoxy)methyl)-2,3,4,7-tetrahydro-1H-pyrrolo[3',2':5,6]pyrido[4,3-d]pyrimidin-1-yl)cyclopentyl)carbamate